di(pyridin-2-yl)methanol N1=C(C=CC=C1)C(O)C1=NC=CC=C1